OC(CN(C(C)=O)C=1C=C(C=C(C1)C(=O)NCC(CO)O)C(=O)NCC(CO)O)CN(C(C)=O)C=1C=C(C=C(C1)C(=O)NCC(CO)O)C(=O)NCC(CO)O 5,5'-[(2-hydroxy-1,3-propanediyl)bis(acetylimino)]bis[N,N'-bis(2,3-dihydroxypropyl)-1,3-benzenedicarboxamide]